6-methyl-8-oxo-7-(thiophen-2-yl)-1,3,4,8-tetrahydropyrido[2,1-c][1,4]oxazine-9-carboxylic acid CC1=C(C(C(=C2COCCN21)C(=O)O)=O)C=2SC=CC2